2,2,4-trimethylhexamethylenediisocyanate CC(CN=C=O)(CC(CCN=C=O)C)C